C1(CC1)C1=NC=CC(=C1)C1=NOC(=N1)C(C(=O)N[C@@H](C)C1=CC=CC=C1)C 2-(3-(2-cyclopropylpyridin-4-yl)-1,2,4-oxadiazol-5-yl)-N-((S)-1-phenylethyl)propanamide